[Na+].N1C=C(C2=CC=CC=C12)CCCC(=O)[O-] indole-3-butyric acid sodium salt